(S)-1'-(5-((2-amino-3-chloropyridin-4-yl)thio)-6-methylpyrazin-2-yl)-1,3-dihydrospiro[indene-2,4'-piperidine] NC1=NC=CC(=C1Cl)SC=1N=CC(=NC1C)N1CCC2(CC1)CC1=CC=CC=C1C2